4(s)-(4-Fluorophenyl)-1H-imidazol FC1=CC=C(C=C1)C=1N=CNC1